2-[2-{N,N-diallylamino}ethoxy]-4,6-bis(trichloromethyl)-s-triazine C(C=C)N(CC=C)CCOC1=NC(=NC(=N1)C(Cl)(Cl)Cl)C(Cl)(Cl)Cl